2-(2-(2-methoxyethoxy)ethoxy)ethyl 4-chloro-8,8-dimethyl-8,10-dihydro-7H-pyrano[3'',4'':5',6']pyrido[3',2':4,5]thieno[3,2-d]pyrimidine-11-carboxylate ClC=1C2=C(N=CN1)C1=C(S2)N=C2C(=C1C(=O)OCCOCCOCCOC)COC(C2)(C)C